C1(CC1)CNC1=C2C(=NC=3C=C(C(=CC13)OC)OCCCCO)CCC2 4-({9-[(cyclopropylmethyl)amino]-7-methoxy-1H,2H,3H-cyclopenta[b]quinolin-6-yl}oxy)butan-1-ol